C(C(C)CCCC(C)CCCC(C)CCCC(C)C)(=O)SCCNC(CCNC([C@@H](C(COP(OP(OC[C@@H]1[C@H]([C@H]([C@@H](O1)N1C=NC=2C(N)=NC=NC12)O)OP(=O)(O)O)(=O)O)(=O)O)(C)C)O)=O)=O pristanoyl-CoA